(2R,3S)-2-(benzylamino)butane-1,3-diol benzyl-4-{[1-(tert-butoxycarbonyl)-3,3-difluoropiperidin-4-yl]methyl}-2,3-dihydroindole-1-carboxylate C(C1=CC=CC=C1)C1N(C2=CC=CC(=C2C1)CC1C(CN(CC1)C(=O)OC(C)(C)C)(F)F)C(=O)O.C(C1=CC=CC=C1)N[C@H](CO)[C@H](C)O